2-(3-fluoro-2-(tetrahydro-2H-pyran-4-yl)phenyl)-2-(3-(5-(5,6,7,8-tetrahydro-1,8-naphthyridin-2-yl)pentyloxy)azetidin-1-yl)acetic acid FC=1C(=C(C=CC1)C(C(=O)O)N1CC(C1)OCCCCCC1=NC=2NCCCC2C=C1)C1CCOCC1